2-(4-methylpiperazin-1-yl)isonicotinamide CN1CCN(CC1)C=1C=C(C(=O)N)C=CN1